ethyl-4,6-difluoro-5-iodo-2-methyl-1,3-benzodiazole C(C)C1=C(C(=C(C2=C1NC(=N2)C)F)I)F